(4-amino-2,5-dimethylphenyl)methanol NC1=CC(=C(C=C1C)CO)C